tert-butyl 4-chloro-2,3,7,8,10,10a-hexahydro-9H-isochromeno[1,8-cd]azepine-9-carboxylate ClC1=C2CCOC3CN(CCC(=C32)C=C1)C(=O)OC(C)(C)C